(S)-9-(5-Methyl-[1,2,4]oxadiazol-3-yl-methyl)-2-(8-oxa-3-azabicyclo[3.2.1]oct-3-yl)-8-trifluoromethyl-6,7,8,9-tetrahydro-pyrimido[1,2-a]-pyrimidin-4-one CC1=NC(=NO1)CN1[C@@H](CCN2C1=NC(=CC2=O)N2CC1CCC(C2)O1)C(F)(F)F